(3-fluoro-2-methylphenyl)boric acid FC=1C(=C(C=CC1)OB(O)O)C